FC(C)(C)C=1OC(=C(N1)C)C(=O)N1[C@@H](C2=C(CC1)NC=N2)C2=NN1C(C(=CC=C1)C)=C2 (S)-(2-(2-fluoropropan-2-yl)-4-methyloxazol-5-yl)(4-(4-methylpyrazolo[1,5-a]pyridin-2-yl)-6,7-dihydro-1H-imidazo[4,5-c]pyridin-5(4H)-yl)methanone